N4-(piperidin-4-yl)-N3-(quinoxalin-6-ylmethyl)pyridine-3,4-diamine N1CCC(CC1)NC1=C(C=NC=C1)NCC=1C=C2N=CC=NC2=CC1